8-(3-(4-methyl-2-oxopiperazin-1-yl)phenyl)pyrido[2,3-d]pyrimidin-7(8H)-one CN1CC(N(CC1)C=1C=C(C=CC1)N1C(C=CC2=C1N=CN=C2)=O)=O